3-[3-[3-(4-Methoxyphenyl)-3-oxoprop-1-enyl]phenoxy]propanoic acid COC1=CC=C(C=C1)C(C=CC=1C=C(OCCC(=O)O)C=CC1)=O